4-(3-carbazolylamino)phenol C1=CC(=CC=2C3=CC=CC=C3NC12)NC1=CC=C(C=C1)O